OC1CCN(C1)CC1=CC=C(C=C1)C1=C(N=CS1)C 4-hydroxy-N-(4-(4-Methylthiazol-5-yl)benzyl)pyrrolidine